ethyl 1-[2-[tert-butyl (dimethyl) silyl] oxyethyl]-4-iodo-5-methyl-pyrazole-3-carboxylate [Si](C)(C)(C(C)(C)C)OCCN1N=C(C(=C1C)I)C(=O)OCC